(R)-2-{1,1-dimethyl-3-[(1s,4R)-4-hydroxycyclohexyl]propylamino}-1-(5-fluoro-3-pyridyl)-1-ethanol CC(CCC1CCC(CC1)O)(C)NC[C@H](O)C=1C=NC=C(C1)F